C(C=C)N1C([C@](CC1)(O)C#CC1=CC(=CC=C1)C=1C=CC=2N=C(N=C(C2N1)N)[2H])=O |r| racemic-1-Allyl-3-((3-(4-aminopyrido[3,2-d]pyrimidin-6-yl-2-d)phenyl)ethynyl)-3-hydroxypyrrolidin-2-one